CC1C(CCCC1C)O 2,3-dimethyl-1-cyclohexanol